C(N)(=O)[C@H]1N2C(N([C@H](CC1)C2)OS(=O)(=O)OC(C(=O)[O-])(C)CC(CC(C)(C)C)(C)C)=O (((((1R,2S,5R)-2-carbamoyl-7-oxo-1,6-diazabicyclo[3.2.1]oct-6-yl) oxy) sulfonyl) oxy)-2,2,4,4-tetramethylpentylpropionate